7-Bromo-5-(1H-imidazol-1-yl)-1H-pyrrolo[2,3-c]pyridine BrC=1N=C(C=C2C1NC=C2)N2C=NC=C2